6-(2-(dimethyl-amino)ethoxy)-4-(6-(6-((6-methoxypyridin-3-yl)methyl)-3,6-diazabicyclo[3.1.1]heptan-3-yl)pyridin-3-yl)pyrazolo[1,5-a]pyridine-3-carbonitrile CN(CCOC=1C=C(C=2N(C1)N=CC2C#N)C=2C=NC(=CC2)N2CC1N(C(C2)C1)CC=1C=NC(=CC1)OC)C